(5-(4-amino-5-cyano-7H-pyrrolo[2,3-d]pyrimidin-7-yl)-4-ethynyl-2-fluoro-3,4-dihydroxytetrahydrofuran-2-yl)methyl tetrahydrogen triphosphate O(P(O)(=O)OP(=O)(O)OP(=O)(O)O)CC1(OC(C(C1O)(O)C#C)N1C=C(C2=C1N=CN=C2N)C#N)F